(S)-(6-(1-methyl-1H-pyrazol-4-yl)pyrazolo[1,5-a]pyridin-3-yl)(4-(7-(trifluoromethyl)pyrazolo[1,5-a]pyridin-2-yl)-6,7-dihydro-1H-imidazo[4,5-c]pyridin-5(4H)-yl)methanone CN1N=CC(=C1)C=1C=CC=2N(C1)N=CC2C(=O)N2[C@@H](C1=C(CC2)NC=N1)C1=NN2C(C=CC=C2C(F)(F)F)=C1